(2,6-Dichloropyridin-4-yl)methyl (S)-2-amino-4-(pyridin-3-yl)butanoate dihydrochloride Cl.Cl.N[C@H](C(=O)OCC1=CC(=NC(=C1)Cl)Cl)CCC=1C=NC=CC1